(1R,3S,5R)-2-(2-(4-amino-8-methyl-6-(trifluoromethyl)-9H-pyrido[4',3':4,5]pyrrolo[2,3-d]pyrimidin-9-yl)acetyl)-N-(6-bromopyridin-2-yl)-5-methyl-2-azabicyclo[3.1.0]hexane-3-carboxamide NC=1C2=C(N=CN1)N(C1=C2C=C(N=C1C)C(F)(F)F)CC(=O)N1[C@@H]2C[C@@]2(C[C@H]1C(=O)NC1=NC(=CC=C1)Br)C